5-bromo-2,4-dichloro-7-((3aS,4R,6R,6aR)-6-(2-methoxypyridin-4-yl)-2,2-dimethyltetrahydro-4H-cyclopenta[d][1,3]dioxol-4-yl)-7H-pyrrolo[2,3-d]pyrimidine BrC1=CN(C=2N=C(N=C(C21)Cl)Cl)[C@@H]2C[C@@H]([C@H]1OC(O[C@H]12)(C)C)C1=CC(=NC=C1)OC